C(=O)C=1C=C(C=CC1O)N1CC2(CN(C2)C(=O)OC(C)(C)C)C1 tert-butyl 6-(3-formyl-4-hydroxyphenyl)-2,6-diazaspiro[3.3]heptane-2-carboxylate